2,6-dimethoxychlorobenzene COC1=C(C(=CC=C1)OC)Cl